FC1(CN(CC1(F)F)C1=NNC2=CC=CC=C12)F 3-(3,3,4,4-tetrafluoropyrrolidin-1-yl)indazole